OC=1C=C(C=CC1)C1=CC=C(C=C1)O 3,4'-dihydroxybiphenyl